C1(=CC=CC=C1)C(CC(\C=C\C=C\C1=CC=CC=C1)C1=CC=CC=C1)=O (4E,6E)-1,3,7-Triphenylhepta-4,6-dien-1-one